(+/-)-4-(4-{[2-(1,3-Dimethyl-1H-pyrazol-4-yl)pyrrolidin-1-yl]methyl}-2-fluorophenoxy)benzamide CN1N=C(C(=C1)[C@@H]1N(CCC1)CC1=CC(=C(OC2=CC=C(C(=O)N)C=C2)C=C1)F)C |r|